(E)-N-(4-(1-(6-(4-(7-((2-(2,6-dioxopiperidin-3-yl)-1,3-dioxoisoindolin-4-yl)oxy)heptanoyl)piperazin-1-yl)nicotinoyl)piperidin-4-yl)butyl)-3-(pyridin-3-yl)acrylamide O=C1NC(CCC1N1C(C2=CC=CC(=C2C1=O)OCCCCCCC(=O)N1CCN(CC1)C1=NC=C(C(=O)N2CCC(CC2)CCCCNC(\C=C\C=2C=NC=CC2)=O)C=C1)=O)=O